CC1=C(C(=CC=C1)C1=NC2=C(N1)C=CC(=C2)C(F)(F)F)C=2C(=CC(=CC2)C(N[C@H](CCC)C2=CC=CC=C2)=O)C(=O)O (S)-2'-methyl-4-{[(1R)-1-phenylbutyl]carbamoyl}-6'-[5-(trifluoromethyl)-1H-1,3-benzodiazol-2-yl]-[1,1'-biphenyl]-2-carboxylic acid